(3-((4-Cyanophenyl)amino)-5-fluorobenzyl)carbamic acid tert-butyl ester C(C)(C)(C)OC(NCC1=CC(=CC(=C1)F)NC1=CC=C(C=C1)C#N)=O